(S)-2-(azetidin-1-ylmethyl)-N-((R)-2,2-difluoro-1-(4-fluorophenyl)ethyl)butanamide N1(CCC1)C[C@@H](C(=O)N[C@@H](C(F)F)C1=CC=C(C=C1)F)CC